aluminum potassium naphthalene C1=CC=CC2=CC=CC=C12.[K].[Al]